2-(thiophen-2-ylmethyl)butan-1-amine S1C(=CC=C1)CC(CN)CC